BrC1=C(SC(=C1Cl)Cl)C(=O)OC Methyl 3-bromo-4,5-dichlorothiophene-2-carboxylate